4-((5-chloro-7-(2-((4-cyclopropyl-3-(2,2-difluoroethyl)-2,6-dioxo-3,6-dihydropyrimidin-1(2H)-yl)methyl)thieno[3,2-b]pyridin-7-yl)-1H-indol-1-yl)methyl)piperidine-4-carbonitrile ClC=1C=C2C=CN(C2=C(C1)C1=C2C(=NC=C1)C=C(S2)CN2C(N(C(=CC2=O)C2CC2)CC(F)F)=O)CC2(CCNCC2)C#N